3-(3-chloro-4-cyanophenyl)-1H-pyrazol ClC=1C=C(C=CC1C#N)C1=NNC=C1